1-[3-[6-[6-(difluoromethyl)imidazo[1,2-b]pyridazin-3-yl]pyrimidin-4-yl]phenyl]ethanol FC(C=1C=CC=2N(N1)C(=CN2)C2=CC(=NC=N2)C=2C=C(C=CC2)C(C)O)F